(4-(1-(2,2-Difluoroethyl)-2-(trifluoromethyl)-1H-imidazo[4,5-c]pyridin-4-yl)-2,3-difluorophenyl)-(morpholin-4-yl)methanon FC(CN1C(=NC=2C(=NC=CC21)C2=C(C(=C(C=C2)C(=O)N2CCOCC2)F)F)C(F)(F)F)F